C(C)(C)(C)C1=NN=C(O1)C(=O)NC1CN(CCC2=C1C=CC(=C2)C2=NC(=NC=C2)NC=2C=NN(C2)C)C[C@@H](C)O 5-(tert-butyl)-N-(3-((R)-2-hydroxypropyl)-7-(2-((1-methyl-1H-pyrazol-4-yl)amino)pyrimidin-4-yl)-2,3,4,5-tetrahydro-1H-benzo[d]azepin-1-yl)-1,3,4-oxadiazole-2-carboxamide